C(CCC)C1(N(S(C2=C(N(C1)C1=CC=CC=C1)C=C(C(=C2)CSCC(=O)OCC)SC)(=O)=O)CC2=CC=C(C=C2)OC)CC Ethyl 2-(((3-butyl-3-ethyl-2-(4-methoxybenzyl)-7-(methylthio)-1,1-dioxido-5-phenyl-2,3,4,5-tetrahydro-1,2,5-benzothiadiazepin-8-yl)methyl)thio)acetate